6-chloro-8-fluoro-2-(((S)-1-methylpyrrolin-2-yl)methoxy)-4-(piperazin-1-yl)quinolin ClC=1C=C2C(=CC(=NC2=C(C1)F)OCC=1N(CCC1)C)N1CCNCC1